C(CCCCC)NCC(C)C 3-Hexylamino-2-methyl-propan